ClC=1C=C(CN2N=NC(=C2)C2=C(N=C3SC=CN32)C3=CC(=C(C=C3)Cl)Cl)C=CC1Cl 5-(1-(3,4-Dichlorobenzyl)-1H-1,2,3-triazol-4-yl)-6-(3,4-dichlorophenyl)imidazo[2,1-b]thiazole